C(CCCCCCCCCCCCCCCCC)[PH2]=O 1-octadecylphosphine oxide